2-(methylthio)acetophenone CSCC(=O)C1=CC=CC=C1